2-Chlorobenzophenon ClC1=C(C(=O)C2=CC=CC=C2)C=CC=C1